1-((benzyloxy)carbonyl)-3-((tert-butoxycarbonyl)amino)piperidine-3-carboxylic acid C(C1=CC=CC=C1)OC(=O)N1CC(CCC1)(C(=O)O)NC(=O)OC(C)(C)C